N1(C=NC=C1)CN1C(CC(C1)CCC)=O (+)-1-(1H-imidazol-1-ylmethyl)-4-propylpyrrolidin-2-one